Cl.CC1(CCNCC1)C(C)N 1-(4-methylpiperidin-4-yl)ethan-1-amine hydrochloride